methylimidazole acetate butanesulfonate C(CCC)S(=O)(=O)O.C(C)(=O)O.CC=1NC=CN1